7-methoxyisoindole-1,3(2H)-dione COC=1C=CC=C2C(NC(C12)=O)=O